tertbutyl 4-(2-(cyclohexyloxy)-4-(methoxycarbonyl)phenyl)piperidine-1-carboxylate C1(CCCCC1)OC1=C(C=CC(=C1)C(=O)OC)C1CCN(CC1)C(=O)OC(C)(C)C